N1(C=NC=C1)C(=S)N1C[C@H](N(C[C@H]1C)C(=O)OC(C)(C)C)C tert-butyl (2R,5R)-4-(1H-imidazole-1-carbonothioyl)-2,5-dimethylpiperazine-1-carboxylate